6-fluoro-1H-indene-1,2(3H)-dione FC1=CC=C2CC(C(C2=C1)=O)=O